2-(pyridin-4-yl)-N-[1-(trifluoromethyl)cyclobutyl]pyrido[3,4-d]pyrimidin-4-amine N1=CC=C(C=C1)C=1N=C(C2=C(N1)C=NC=C2)NC2(CCC2)C(F)(F)F